N-(5-Chloropyridin-3-yl)-1-(1-oxo-1,2-dihydroisochinolin-5-yl)-5-(trifluoromethyl)-1H-pyrazol-4-carboxamid ClC=1C=C(C=NC1)NC(=O)C=1C=NN(C1C(F)(F)F)C1=C2C=CNC(C2=CC=C1)=O